F[C@@H]1C[C@H](N(C1)C(=O)OC(C)(C)C)C(NCC1CN(CC1)CC(F)(F)F)=O tert-Butyl (2S,4R)-4-fluoro-2-(((1-(2,2,2-trifluoroethyl)pyrrolidin-3-yl)methyl)carbamoyl)pyrrolidine-1-carboxylate